11-aminoundecanoamid NCCCCCCCCCCC(=O)N